bis(trifluoromethyl)silyl-amine FC(F)(F)[SiH](C(F)(F)F)N